BrC=1C=C(C=CC1)N1N=C(C=2C=NC=3C=CC(=CC3C21)OC)C2=CC(=CC=C2)OC 1-(3-bromophenyl)-8-methoxy-3-(3-methoxyphenyl)-1H-pyrazolo[4,3-c]quinoline